1-[4-(Cyclopropylmethoxy)phenyl]cyclopropanecarboxylic acid C1(CC1)COC1=CC=C(C=C1)C1(CC1)C(=O)O